2-((3-fluorophenyl)amino)-1-(4-(5-(trifluoromethyl)-1,2,4-oxadiazol-3-yl)phenyl)ethan-1-one 4-hydroxybutyl-L-tryptophanate OCCCCN[C@@H](CC1=CNC2=CC=CC=C12)C(=O)O.FC=1C=C(C=CC1)NCC(=O)C1=CC=C(C=C1)C1=NOC(=N1)C(F)(F)F